BrC1=C(C=C(S1)C(=O)N1CCC(CC1)NC(OC(C)(C)C)=O)C1=CC(=C(C=C1)C#N)F Tert-butyl (1-(5-bromo-4-(4-cyano-3-fluorophenyl)thiophene-2-carbonyl)piperidin-4-yl)carbamate